1,6-dimethyl-4-[4-(5-methyl-1,3-benzoxazol-2-yl)piperidin-1-yl]-2-oxo-7-{[(3R)-oxolan-3-yl]oxy}-1,2-dihydroquinoline-3-carboxamide CN1C(C(=C(C2=CC(=C(C=C12)O[C@H]1COCC1)C)N1CCC(CC1)C=1OC2=C(N1)C=C(C=C2)C)C(=O)N)=O